FC1=C(C=CC=C1)C(C=1C=C(C(=O)O)C=C(N1)C(NC)=O)O 2-((2-fluorophenyl)(hydroxy)methyl)-6-(methylcarbamoyl)isonicotinic acid